2,5-dimethyl-2,5-hexanedicarboxylic acid CC(C)(CCC(C)(C(=O)O)C)C(=O)O